FC(CN1[C@@H](C=2NC3=CC=CC=C3C2C[C@H]1C)C=1SC(=CN1)CC1CN(C1)CCCF)F 2-((1S,3R)-2-(2,2-Difluoroethyl)-3-methyl-2,3,4,9-tetrahydro-1H-pyrido[3,4-b]indol-1-yl)-5-((1-(3-fluoropropyl)azetidin-3-yl)methyl)thiazole